(2R)-2-cyclopropyl-7,8-dimethoxy-chroman C1(CC1)[C@@H]1OC2=C(C(=CC=C2CC1)OC)OC